O=C1OC2=C(N1)C=CC(=C2)C2=CCCN(C2)C(=O)OC(C)(C)C tert-Butyl 5-(2-oxo-3H-1,3-benzoxazol-6-yl)-3,6-dihydro-2H-pyridine-1-carboxylate